tert-butyl 4-[2-[2-[2-[2-[2-[2-[2-[2-[2-[2-[2-(p-tolylsulfonyloxy)ethoxy]ethoxy]ethoxy]ethoxy]ethoxy] ethoxy]ethoxy]ethoxy]ethoxy]ethoxy]ethoxy]benzoate C1(=CC=C(C=C1)S(=O)(=O)OCCOCCOCCOCCOCCOCCOCCOCCOCCOCCOCCOC1=CC=C(C(=O)OC(C)(C)C)C=C1)C